ClCN1CCC(C(=C1)NC)=O 1-(chloromethyl)-5-(methylamino)-4-oxo-3H-pyridin